COC(C1=CC=CC=C1)=O.N\C(=C/C(=O)O)\C 3-aminocrotonic acid methyl-benzoate